(2E)-1,3-diphenyl-2-propen-1-one C1(=CC=CC=C1)C(\C=C\C1=CC=CC=C1)=O